FC1=NC(=C2N=CN(C2=N1)C1OCCCCC1)NCC1=C(C=CC=C1)OC(C)=O 2-fluoro-6-[(2-acetoxybenzyl)amino]-9-(oxepan-2-yl)-9H-purine